ClC1=CC=C2C(=N1)NC=C2S(=O)(=O)NC2=C(C=C(C(=C2)F)C#N)F 6-chloro-N-(4-cyano-2,5-difluorophenyl)-1H-pyrrolo[2,3-b]pyridine-3-sulfonamide